5-(4-(difluoromethyl)phenyl)oxazol-2-amine FC(C1=CC=C(C=C1)C1=CN=C(O1)N)F